tert-butyl N-[5-({[(1R)-2,2,2-trifluoro-1-(5-fluoro-3-methyl-1-benzofuran-2-yl)ethyl]carbamoyl}amino)pyridin-2-yl]carbamate FC([C@@H](C=1OC2=C(C1C)C=C(C=C2)F)NC(=O)NC=2C=CC(=NC2)NC(OC(C)(C)C)=O)(F)F